ClC1=NC=C(C(=N1)NC1=CC=C(C=C1)OC1=CC=CC=C1)C1OCCC1 2-chloro-N-(4-phenoxyphenyl)-5-tetrahydrofuran-2-yl-pyrimidin-4-amine